3-(1-methyl-7-((R)-3-methylmorpholino)-3-(1-(tetrahydro-2H-pyran-2-yl)-1H-pyrazole-3-yl)-1H-pyrazolo[4,3-b]pyridin-5-yl)-8-oxa-3-azabicyclo[3.2.1]octane CN1N=C(C2=NC(=CC(=C21)N2[C@@H](COCC2)C)N2CC1CCC(C2)O1)C1=NN(C=C1)C1OCCCC1